(S)-N-(4-(3-((3-chlorophenyl)(cyclopropylmethyl)amino)-2-hydroxypropoxy)phenyl)-N-methyl-methanesulfonamide ClC=1C=C(C=CC1)N(C[C@@H](COC1=CC=C(C=C1)N(S(=O)(=O)C)C)O)CC1CC1